CN(CCC1(C=CC=C1)[MoH2]C1(C=CC=C1)CCN(C)C)C bis((2-dimethylaminoethyl)cyclopentadienyl)molybdenum dihydride